[Pd](Cl)Cl.C1(=CC=CC=C1)P(C1=CC=CC=C1)[C-]1C=CC=C1.[C-]1(C=CC=C1)P(C1=CC=CC=C1)C1=CC=CC=C1.[Fe+2] r-Bis(diphenylphosphino)ferrocene palladium dichloride